OC1=CC=C(C=C1)C(C(C)C)C1=CC=C(C=C1)O 1,1-bis(4-hydroxyphenyl)-isobutane